6-(1-(3,5-dichloroisonicotinoyl)pyrrolidin-2-yl)-9-hydroxy-2-(2-phenoxyethyl)-3,4-dihydro-2H-pyrazino[1,2-c]pyrimidine-1,8-dione ClC1=C(C(=O)N2C(CCC2)C2=NC(C(=C3N2CCN(C3=O)CCOC3=CC=CC=C3)O)=O)C(=CN=C1)Cl